BrC1=C(C=C(C=C1)CCOCC)O 2-bromo-5-(ethoxyethyl)-phenol